O1CCN(CC1)CC=1C=NN2C1C(NCC2)=O 3-(morpholinomethyl)-6,7-dihydropyrazolo[1,5-a]pyrazin-4(5H)-on